(R)-8-(benzyloxy)-5-(2-(4-(4-fluorophenyl)piperazin-1-yl)-1-hydroxyethyl)quinolin-2(1H)-one C(C1=CC=CC=C1)OC=1C=CC(=C2C=CC(NC12)=O)[C@H](CN1CCN(CC1)C1=CC=C(C=C1)F)O